4-(6-(4-((3-fluoropyridin-2-yl)methyl)-4-hydroxypiperidin-1-yl)pyridin-3-yl)-6-(2-hydroxy-2-methylpropoxy)pyrazolo[1,5-a]pyridine-3-carbonitrile FC=1C(=NC=CC1)CC1(CCN(CC1)C1=CC=C(C=N1)C=1C=2N(C=C(C1)OCC(C)(C)O)N=CC2C#N)O